FC(C1=NN=C(O1)C=1C(=NC(=NC1)NC=1C=C2CCC(NC2=CC1)=O)N[C@H](CO)C1=CC=CC=C1)F 6-[[5-[5-(difluoromethyl)-1,3,4-oxadiazol-2-yl]-4-[[(1S)-2-hydroxy-1-phenyl-ethyl]amino]pyrimidin-2-yl]amino]-3,4-dihydro-1H-quinolin-2-one